C(C1=CC=CC=C1)N1CC=C(C=C1)C[C@H]1C(C2=CC(=C(C=C2C1)OC)OC)=O |r| (2RS)-2-[(1-benzyl-pyridine-4-yl)methyl]-5,6-dimethoxy-2,3-dihydro-1H-indenone